6-chloro-2-(1H-pyrazol-4-yl)-1,2,3,4-tetrahydroquinoline ClC=1C=C2CCC(NC2=CC1)C=1C=NNC1